tert-butyl 4-[7-(1,3-dioxoisoindolin-2-yl)heptoxy]piperidine-1-carboxylate O=C1N(C(C2=CC=CC=C12)=O)CCCCCCCOC1CCN(CC1)C(=O)OC(C)(C)C